Trimethylhexyl acetate CC(C)CCCCCCOC(=O)C